C(C)OC(=O)N1C[C@H](CC1)N1N=C(C2=CC(=CC=C12)C1=C2C=CN=C(C2=CC=C1)N)COC1=C(C(=CC=C1)C1CC1)CC(=O)OCC (S)-3-(5-(1-aminoisoquinolin-5-yl)-3-((3-cyclopropyl-2-(2-ethoxy-2-oxoethyl)phenoxy)methyl)-1H-indazol-1-yl)pyrrolidine-1-carboxylic acid ethyl ester